3-((3-cyanophenyl)sulfonamido)-N-(3-(trifluoromethyl)phenyl)benzamide C(#N)C=1C=C(C=CC1)S(=O)(=O)NC=1C=C(C(=O)NC2=CC(=CC=C2)C(F)(F)F)C=CC1